C12CNCC(N1C1=C3CN(CC3=CC(=C1)F)C1C(NC(CC1)=O)=O)C2 4-(3,6-diazabicyclo[3.1.1]heptane-6-yl)-2-(2,6-dioxopiperidin-3-yl)-6-fluoroisoindoline